ClC=1C(=C(C=CC1F)[C@@H]1N(OCC1)C1=CC(=NC=N1)NC=1C(=CC(=C(C1)NC(C=C)=O)N1CCC(CC1)N(C)C)OC)F N-(5-((6-((R)-3-(3-chloro-2,4-difluorophenyl)isoxazolidine-2-yl)pyrimidine-4-yl)amino)-2-(4-(dimethylamino)piperidine-1-yl)-4-methoxyphenyl)acrylamide